(S)-1-(4-(1H-pyrazol-4-yl)phenyl)-2-amino-1-(4-chlorophenyl)ethanol N1N=CC(=C1)C1=CC=C(C=C1)[C@](CN)(O)C1=CC=C(C=C1)Cl